N,N-bis[2-hydroxy-3-(3-(tris(trimethylsilyloxy)silyl)propyloxy)propyl]-2-methyl-acrylamide OC(CN(C(C(=C)C)=O)CC(COCCC[Si](O[Si](C)(C)C)(O[Si](C)(C)C)O[Si](C)(C)C)O)COCCC[Si](O[Si](C)(C)C)(O[Si](C)(C)C)O[Si](C)(C)C